CN(CCN(C1=CC=C(C=C1)NC=1N=CC2=C(N1)N=C(C=C2C#C)OC)C)C N1-(2-(dimethylamino)ethyl)-N4-(5-ethynyl-7-methoxypyrido[2,3-d]pyrimidin-2-yl)-N1-methylbenzene-1,4-diamine